N1=NN=NC=C1.P(=O)(O)(O)O phosphate-tetrazine